cyclopentyl 5,5-dimethyl-8-(4-morpholinopiperidin-1-yl)-1,3,4,5-tetrahydro-2H-benzo[c]azepine-2-carboxylate CC1(C2=C(CN(CC1)C(=O)OC1CCCC1)C=C(C=C2)N2CCC(CC2)N2CCOCC2)C